ethyl 2-[4-(difluoromethyl)-6-[4-[[4-(hydroxymethyl)-1-piperidyl]methyl]phenyl]-7-methyl-indazol-2-yl]-2-[(6R)-6-fluoro-6,7-dihydro-5H-pyrrolo[1,2-c]imidazol-1-yl]acetate FC(C=1C2=CN(N=C2C(=C(C1)C1=CC=C(C=C1)CN1CCC(CC1)CO)C)C(C(=O)OCC)C1=C2N(C=N1)C[C@@H](C2)F)F